FC1=C(C=CC=C1F)[C@@H]1CC=2C(=NC=CC2)[C@@H](CC1)O (6S,9R)-6-(2,3-difluorophenyl)-9-hydroxy-6,7,8,9-tetrahydro-5H-cyclohepta[b]pyridine